FC1=C(C(=C(C=C1OC)OC)F)C1=CC2=C(N=C(N=C2)N[C@H]2[C@H](COC2)NC(C=C)=O)C(=N1)N1CC2(CCO2)C1 N-((3R,4S)-4-((6-(2,6-difluoro-3,5-dimethoxyphenyl)-8-(1-oxa-6-aza-spiro[3.3]heptan-6-yl)pyrido[3,4-d]pyrimidin-2-yl)amino)tetrahydrofuran-3-yl)acrylamide